(3S)-N-(3-(2-(1-(2-hydroxyethyl)-1H-pyrazol-4-yl)-6-morpholinopyridin-4-yl)-4-methylphenyl)-3-(2,2,2-trifluoroethyl)pyrrolidine-1-carboxamide OCCN1N=CC(=C1)C1=NC(=CC(=C1)C=1C=C(C=CC1C)NC(=O)N1C[C@@H](CC1)CC(F)(F)F)N1CCOCC1